Succinimidyl 2-pyridyldithio-carboxylate N1=C(C=CC=C1)C(=S)SN1C(CCC1=O)=O